C(CCCNC(=O)[C@@H]([C@H]([C@@H]([C@@H](CO)O)O[C@H]1[C@@H]([C@H]([C@H]([C@H](O1)CO)O)O)O)O)O)CCN The molecule is a primary amide formed between lactobionic acid and hexane-1,6-diamine. It is a monocarboxylic acid amide and a glycosylglucose derivative. It derives from a lactobionic acid.